N1=CC=CC=C1C=O 6-pyridineformaldehyde